((1S,3S)-3-((5-(difluoromethoxy)pyrimidin-2-yl)amino)cyclopentyl)pyridine-2,5-diamine FC(OC=1C=NC(=NC1)N[C@@H]1C[C@H](CC1)C=1C(=NC=C(C1)N)N)F